N-butyl-4,6-dichloro-N-(2,2,6,6-tetramethylpiperidin-4-yl)-1,3,5-triazine-2-amine C(CCC)N(C1=NC(=NC(=N1)Cl)Cl)C1CC(NC(C1)(C)C)(C)C